[Zn].O1C(=C(O)C(=O)C=2C(O)=CC(O)=CC12)C1=CC(O)=C(O)C=C1 quercetin zinc